3-(N-morpholinyl)propane ethylacetate C(C)OC(C)=O.N1(CCOCC1)CCC